1-(T-Butoxycarbonyl)-4-piperidinecarboxylic acid C(C)(C)(C)OC(=O)N1CCC(CC1)C(=O)O